COC([C@H]([C@@H](C)O)CNC(CC1=CC=CC=C1)=O)=O (2S,3R)-2-(2-phenylacetamidomethyl)-3-hydroxybutyric acid methyl ester